3-(3-oxo-4-((1-phenylazetidin-3-yl)methyl)-3,4-dihydro-2H-benzo[b][1,4]thiazin-6-yl)urea O=C1N(C2=C(SC1)C=CC(=C2)NC(N)=O)CC2CN(C2)C2=CC=CC=C2